S1C(=CC=C1)C1=CC(=NN1)C1=C(C2=CC=CC=C2C=C1)O 2-(5-(Thiophen-2-yl)-1H-pyrazol-3-yl)naphthalen-1-ol